FC1NCCN(C1F)C1=CC=CC=C1C=O 2,3-difluoro-4-piperazine-benzaldehyde